(4S)-7-bromo-8-chloro-6-(2,6-difluorophenyl)-4-methyl-1-pyridazin-3-yl-4H-[1,2,4]triazolo[4,3-a][1,4]benzodiazepine BrC1=C(C=CC2=C1C(=N[C@H](C=1N2C(=NN1)C=1N=NC=CC1)C)C1=C(C=CC=C1F)F)Cl